1-(6-(1H-1,2,4-triazol-1-yl)pyridin-3-yl)ethanol N1(N=CN=C1)C1=CC=C(C=N1)C(C)O